FC1=C(C=O)C=CC(=C1F)N1C2=CC=CC=C2C=2C=CC=CC12 2,3-difluoro-4-(9-carbazolyl)benzaldehyde